methyl 2-((tert-butoxycarbonyl) amino)-7-((2',3'-dichloro-5'-fluoro-[1,1'-biphenyl]-2-yl) oxy)-1,2,3,4-tetrahydronaphthalene-2-carboxylate C(C)(C)(C)OC(=O)NC1(CC2=CC(=CC=C2CC1)OC1=C(C=CC=C1)C1=C(C(=CC(=C1)F)Cl)Cl)C(=O)OC